BrC=1SC(=C(C1C(=O)OC)NC1=NC(=NC=C1Br)C)C methyl 2-bromo-4-((5-bromo-2-methylpyrimidin-4-yl)amino)-5-methylthiophene-3-carboxylate